2-(2-fluoro-4-((trans)-4-hydroxypyrrolidin-2-yl)phenyl)-N-(1-methylpiperidin-4-yl)benzo[d]imidazo[2,1-b]thiazole-7-carboxamide dihydrochloride Cl.Cl.FC1=C(C=CC(=C1)[C@@H]1NC[C@H](C1)O)C=1N=C2SC3=C(N2C1)C=CC(=C3)C(=O)NC3CCN(CC3)C